BrCC1=CC(=C(C=C1)C=1C(=CC=CC1)S(=O)(=O)N(COC)C1=NOC(=C1C)C)COCC1=CC=C(C=C1)OC 4'-(bromomethyl)-N-(4,5-dimethylisoxazol-3-yl)-2'-(((4-methoxybenzyl)oxy)methyl)-N-(methoxymethyl)-[1,1'-biphenyl]-2-sulfonamide